BrC=1C=C2C=CC(NC2=C(C1)Cl)=O 6-Bromo-8-chloroquinolin-2(1H)-one